FC=1C=CC(=C(C1)[C@@H](C)OC=1C(=NC=C(C1)C1=C(N=C(S1)CN1CCNCC1)C)N)N1N=CC=N1 (R)-3-(1-(5-fluoro-2-(2H-1,2,3-triazol-2-yl)phenyl)ethoxy)-5-(4-methyl-2-(piperazin-1-ylmethyl)thiazol-5-yl)pyridin-2-amine